[N+](=O)([O-])C1=C(C=C(C=C1)C1=CC=CC=C1)NC1N(CCCC1)C(=O)[O-] (4-nitro-[[1,1'-biphenyl]-3-yl]amino)piperidin-1-carboxylate